5-(2-ethoxy)ethoxyethyl-4-methyl-thiazole CCOCCOCCC1=C(N=CS1)C